CCC=CCC=CCC=CC=CCCCCC heptadeca-3,6,9,11-tetraene